FC1=CC=C(C=C1)CN1C(C(=CC2=CC(=CN=C12)C(=C)C)C(=O)OCC)=O ethyl 1-(4-fluorophenylmethyl)-2-oxo-6-(prop-1-en-2-yl)-1,2-dihydro-1,8-naphthyridine-3-carboxylate